CC=1C(=CN(C1)S(=O)(=O)C1CCN(CC1)C)C(=O)NC=1N=CC2=CC=C(C=C2C1)C=1C=NN(C1)C 4-methyl-N-(6-(1-methyl-1H-pyrazol-4-yl)isoquinolin-3-yl)-1-((1-methylpiperidin-4-yl)sulfonyl)-1H-pyrrole-3-carboxamide